C(C)OC1=CN=CC(=N1)C1=CC=C(C=C1)N 4-(6-ethoxypyrazin-2-yl)benzenamine